tert-butyl (4R,7S)-2-[4-(2,4-difluoro-6-methylsulfanyl-phenyl)-3-fluoro-7-hydroxy-thieno[2,3-c]pyridin-5-yl]-4,7-dimethyl-6,7-dihydro-4H-pyrazolo[1,5-a]pyrazine-5-carboxylate FC1=C(C(=CC(=C1)F)SC)C1=C2C(=C(N=C1C1=NN3C([C@H](N(C[C@@H]3C)C(=O)OC(C)(C)C)C)=C1)O)SC=C2F